1,1-Dioxo-3,6-Bis-Phenoxymethyl-1lambda6-[1,2,7]Thiadiazepane O=S1(NC(CCC(N1)COC1=CC=CC=C1)COC1=CC=CC=C1)=O